N-(6-(2-(((1r,4r)-4-aminocyclohexyl)amino)quinazolin-6-yl)pyridazin-3-yl)-2-chloro-benzenesulfonamide NC1CCC(CC1)NC1=NC2=CC=C(C=C2C=N1)C1=CC=C(N=N1)NS(=O)(=O)C1=C(C=CC=C1)Cl